BrC=1C=C2C=C(C(=NC2=CC1)OC)CC1=CC(=NC(=C1)SCC)N(C)C 4-((6-bromo-2-methoxyquinolin-3-yl)methyl)-6-(ethylsulfanyl)-N,N-dimethylpyridin-2-amine